CC1C=2C=C(C(=C(C2CCCC1)C(=O)OC=1C=C(C=C2C1C=C(O2)C=2N=C1SC(=NN1C2)C)OC)OC)Cl 6-methoxy-2-(2-methylimidazo[2,1-b][1,3,4]thiadiazol-6-yl)benzofuran-4-ol methyl-10-chloro-9-methoxybicyclo[5.4.0]undeca-1(7),8,10-triene-8-carboxylate